4-(2-(4-chloro-3-fluorophenoxy)acetamido)-3-hydroxybicyclo[2.2.2]octane-1-carboxylic acid methyl ester COC(=O)C12CC(C(CC1)(CC2)NC(COC2=CC(=C(C=C2)Cl)F)=O)O